FC(C)(F)C1=NC(=CC(=N1)N1CC2(C=3C=NC(=CC31)NC(C)=O)CC2)NC(C)C2COC2 N-(1'-(2-(1,1-difluoroethyl)-6-((1-(oxetan-3-yl)ethyl)amino)pyrimidin-4-yl)-1',2'-dihydrospiro[cyclopropane-1,3'-pyrrolo[3,2-c]pyridin]-6'-yl)acetamide